(4-prop-2-ynyl-piperidin-1-yl)-ethanone C(C#C)C1CCN(CC1)C(C)=O